2-(7-amino-2-(3-fluorophenyl)-2-methyl-naphtho[2,3-d][1,3]dioxolan-6-yl)propan-2-ol NC=1C(=CC2=CC3=C(OC(O3)(C)C3=CC(=CC=C3)F)C=C2C1)C(C)(C)O